COC(CCCC1=CC(=C(C(=C1)C(C)(C)C1=CC=CC=C1)O)CC1=CC(=C(C(=C1)C(C)(C)C1=CC=CC=C1)O)C(C)(C)C)=O 3-(3-(3-(tert-butyl)-4-hydroxy-5-(2-phenylpropan-2-yl)benzyl)-4-hydroxy-5-(2-phenylpropan-2-yl)phenylmethyl)propanoic acid methyl ester